dimethylmethanideaminium C[C-]([NH3+])C